4-benzyl-2-(8-fluoro-2-methyl-3-quinolyl)-4,6,6-trimethyl-5H-1,3-oxazine C(C1=CC=CC=C1)C1(N=C(OC(C1)(C)C)C=1C(=NC2=C(C=CC=C2C1)F)C)C